rel-3-chloro-4-{[4-(difluoromethyl)pyridin-2-yl]methoxy}-2'-[2-(2-hydroxypropan-2-yl)pyrimidin-4-yl]-5',6-dimethyl-[1,4'-bipyridin]-2-one ClC=1C(N(C(=CC1OCC1=NC=CC(=C1)C(F)F)C)C1=CC(=NC=C1C)C1=NC(=NC=C1)C(C)(C)O)=O